(2S)-2-(9H-fluoren-9-yl-methoxycarbonyl-amino)-3-(4-methoxyphenyl)propanoic acid C1=CC=CC=2C3=CC=CC=C3C(C12)N([C@H](C(=O)O)CC1=CC=C(C=C1)OC)C(=O)OC